7-isopropoxy-3-methyl-5-(methylthio)-3H-[1,2,3]triazolo[4,5-d]pyrimidine C(C)(C)OC=1C2=C(N=C(N1)SC)N(N=N2)C